6-chloro-2-(6-ethoxypyridin-2-yl)-1-(2-methoxy-6-(trifluoromethyl)phenyl)-1H-imidazo[4,5-b]pyrazine ClC1=CN=C2C(=N1)N(C(=N2)C2=NC(=CC=C2)OCC)C2=C(C=CC=C2C(F)(F)F)OC